ClC1=NC(C2=NCN([C@H]3[C@@H]([C@H](O)[C@@H](CO)O3)N)C2=N1)(N)Cl 2,6-dichloro-2'-aminodeoxyadenosine